C(C)(=O)OCC1=NC=CC=C1B1OC(C(O1)(C)C)(C)C (3-(4,4,5,5-tetramethyl-1,3,2-dioxaborolan-2-yl)pyridin-2-yl)methyl acetate